C(C)(C)N=C=NC(C)C N,N'-Di-isopropyl-carbodiimide